4-(7-methoxyquinolin-4-yl)-2-methylphenol oxalate C(C(=O)O)(=O)O.COC1=CC=C2C(=CC=NC2=C1)C1=CC(=C(C=C1)O)C